tetraethyl-ammonium proline salt N1[C@@H](CCC1)C(=O)[O-].C(C)[N+](CC)(CC)CC